N-(o-fluorophenyl)butanamide FC1=C(C=CC=C1)NC(CCC)=O